ClC1=NC=C(C(=N1)NN1CC2=CC=CC=C2C[C@H]1C(=O)OC)F (S)-methyl 2-((2-chloro-5-fluoropyrimidin-4-yl) amino)-1,2,3,4-tetrahydroisoquinoline-3-carboxylate